CC1=CS(=O)(=O)OC1 2-methyl-1-propene-1,3-sultone